2,3-dicyclopentyl-2-cyanosuccinic acid-1-ethyl ester C(C)OC(C(C(C(=O)O)C1CCCC1)(C#N)C1CCCC1)=O